ClC1=CC=C(C=N1)[C@](CC(=O)NC1(CC1)C1=CC(=CC=C1)OCC(F)(F)F)(C)O (R)-3-(6-chloropyridin-3-yl)-3-hydroxy-N-(1-(3-(2,2,2-trifluoroethoxy)phenyl)-cyclopropyl)butanamide